Cl.Cl.NCCCCCCCCCCN(C(OC=1C=CC2=C3C=CC=4C=CCC4C3=CC=C2C1)=O)CCCN cyclopenta[a]phenanthren-3-yl (10-aminodecyl)(3-aminopropyl)carbamate dihydrochloride